(S)-1-(2-iodophenoxy)propan-2-amine hydrochloride Cl.IC1=C(OC[C@H](C)N)C=CC=C1